FC(C1=CC(=NC2=CC=CC=C12)P(C1=CC=C(C=C1)C)(C1=CC=CC=C1)=O)F (4-(difluoromethyl)quinolin-2-yl)(phenyl)(p-tolyl)phosphorus oxide